isobutyl-5-norbornene-2,3-dicarboximide C(C(C)C)C12C3C(C(C=C1)C2)C(NC3=O)=O